ClC1=C(C=CC(=C1)C(F)(F)F)NC(CN1C=2N(C(C3=C1CCOC31CCNCC1)=O)N=C(N2)C=2C=NN(C2)C)=O N-(2-chloro-4-(trifluoromethyl)phenyl)-2-(2'-(1-methyl-1H-pyrazol-4-yl)-9'-oxo-5',9'-dihydrospiro[piperidine-4,8'-pyrano[4,3-d][1,2,4]triazolo[1,5-a]pyrimidin]-4'(6'H)-yl)acetamide